C(C)(=O)NC1=CC=C(C(=O)N(C)C)C=C1[N+](=O)[O-] 4-acetamido-N,N-dimethyl-5-nitrobenzamide